BrC1=CC=C(C=C1)C(C)(C)C=1N=C(SC1)NC(=O)NCC=1C=NC(=NC1)NCCO 1-(4-(2-(4-bromophenyl)-propan-2-yl)thiazol-2-yl)-3-((2-((2-hydroxyethyl)-amino)pyrimidin-5-yl)-methyl)urea